carbamic acid-(2S)-2-hydroxypropyl ester O[C@H](COC(N)=O)C